(S)-(1-(3-(2-(dimethylamino)ethyl)-1H-indol-1-yl)-1-oxo-3-phenylpropan-2-yl)carbamic acid tert-butyl ester C(C)(C)(C)OC(N[C@H](C(=O)N1C=C(C2=CC=CC=C12)CCN(C)C)CC1=CC=CC=C1)=O